CN1CCN(CC1)CCCSC1=NC=CC(=N1)NC1=CC(=C(C=C1)OCC1=CC(=CC=C1)F)Cl 2-(3-(4-methylpiperazino)propylthio)-4-(3-chloro-4-(3-fluorobenzyloxy)phenylamino)pyrimidine